N[C@H](C(=O)OCC1=CC=CC=C1)CNC(CNC(C1=CC(=CC=C1)NC=1NCC(CN1)(F)F)=O)=O (S)-benzyl 2-amino-3-(2-(3-(5,5-difluoro-1,4,5,6-tetrahydropyrimidin-2-ylamino)benzamido)acetamido)propanoate